C1(CC1)C=1C=C(C(=NC1)C=1OC2=C(N1)C=C(C=C2)S(C(F)(F)F)(=O)=NCC)S(=O)(=O)CC [2-(5-cyclopropyl-3-ethylsulfonyl-2-pyridyl)-1,3-benzoxazol-5-yl]-ethylimino-oxo-(trifluoromethyl)-lambda6-Sulfane